[Br-].[Br-].[Br-].[O-]CCCC.[Hf+4] hafnium n-butoxide tribromide